1-(3-(1-ethyl-3-methyl-1H-pyrazole-5-carboxamido)pentyl)-1H-benzo[d]imidazole-5-carboxamide C(C)N1N=C(C=C1C(=O)NC(CCN1C=NC2=C1C=CC(=C2)C(=O)N)CC)C